C(O)[2H] methan-d-ol